FC(OC1=C(C=C(C(=O)NCC2=C(C=CC3=C2N(C=N3)C)C)C=C1)F)F 4-(difluoromethoxy)-N-((1,6-dimethyl-1H-benzimidazol-7-yl)methyl)-3-fluorobenzamide